tert-butyl (4-(6-chloro-8-fluoro-2-(((2R,7aS)-2-fluorotetrahydro-1H-pyrrolizin-7a(5H)-yl)methoxy)-4-hydroxyquinazolin-7-yl)-3-cyano-7-fluorobenzo[b]thiophen-2-yl)carbamate ClC=1C=C2C(=NC(=NC2=C(C1C1=CC=C(C=2SC(=C(C21)C#N)NC(OC(C)(C)C)=O)F)F)OC[C@]21CCCN1C[C@@H](C2)F)O